CC(=O)OC[C@@H]1[C@H]([C@@H]([C@H]([C@@H](O1)N=C=S)OC(=O)C)OC(=O)C)OC(=O)C 2,3,4,6-Tetra-O-acetyl-β-D-glucopyranosyl Isothiocyanate